NC1=CC=2C(C3=CC(=CC=C3C2C=C1)N)(CCCCCCCCCC)CCCCCCCCCC 2,7-diamino-9,9-di(decaneyl)-9H-fluorene